4-(3-bromophenyl)-1H-pyrazole BrC=1C=C(C=CC1)C=1C=NNC1